N1=C(C=CC=C1)SC(CCC(=O)O)CCC 4-(pyridin-2-ylthio)heptanoic acid